(R)-1-((5-(5-(difluoromethyl)-1,3,4-oxadiazol-2-yl)pyridin-2-yl)methyl)-6-fluoro-5-(1H-indol-4-yl)-3-(1-methylpiperidin-3-yl)-1,3-dihydro-2H-benzo[d]imidazol-2-one FC(C1=NN=C(O1)C=1C=CC(=NC1)CN1C(N(C2=C1C=C(C(=C2)C2=C1C=CNC1=CC=C2)F)[C@H]2CN(CCC2)C)=O)F